C1(CC1)C1=CC(=NN1C1OCCCC1)NC1=CC2=C(C(=NO2)NS(=O)(=O)C2=C(C=C(C=C2OC)C=2OC=CN2)OC)C=C1OC N-(6-{[5-cyclopropyl-1-(oxan-2-yl)-1H-pyrazol-3-yl]amino}-5-methoxy-1,2-benzoxazol-3-yl)-2,6-dimethoxy-4-(1,3-oxazol-2-yl)benzene-1-sulfonamide